(R)-2-((1-(2-cyano-7-methyl-3-(4-(methylsulfonyl)piperazin-1-yl)quinoxalin-5-yl)ethyl)amino)benzoic acid C(#N)C1=NC2=CC(=CC(=C2N=C1N1CCN(CC1)S(=O)(=O)C)[C@@H](C)NC1=C(C(=O)O)C=CC=C1)C